FC(CN1C(=NC=2C1=NC(=CC2)C=2C=CN1N=C(N=CC12)NC1CCC(CC1)(O)CC)C)F (1r,4r)-4-((5-(3-(2,2-Difluoroethyl)-2-methyl-3H-imidazo[4,5-b]pyridin-5-yl)pyrrolo[2,1-f][1,2,4]triazin-2-yl)amino)-1-ethylcyclohexan-1-ol